3-(5-chloro-2H-benzotriazol-2-yl)-2-hydroxybenzoate ClC1=CC=2C(=NN(N2)C=2C(=C(C(=O)[O-])C=CC2)O)C=C1